methyl 7H-pyrrolo[2,3-d]pyrimidine-4-carboxylate N1=CN=C(C2=C1NC=C2)C(=O)OC